1-(2,2-dimethyl-propylsulfinyl)-4-nitrobenzene CC(CS(=O)C1=CC=C(C=C1)[N+](=O)[O-])(C)C